C(C)(C)(C)OC(N(C)CC=1C=C(C2=C(CCO2)C1C1OC(OC1)(C)C)C1=CC=C(C=C1)OC(F)(F)F)=O N-[[4-(2,2-dimethyl-1,3-dioxolan-4-yl)-7-[4-(trifluoromethoxy)phenyl]-2,3-dihydrobenzofuran-5-yl]methyl]-N-methyl-carbamic acid tert-butyl ester